C(C)(C)(C)OC(=O)N1CC(CC1)C(C(=O)O)NC(C(F)(F)F)=O 2-(1-tert-butoxycarbonylpyrrolidin-3-yl)-2-[(2,2,2-trifluoroacetyl)amino]acetic acid